sodium diphenylphosphinobenzene-3-sulfonate C1=CC=C(C=C1)P(C2=CC=CC=C2)OS(=O)(=O)C3=CC=CC=C3.[Na]